methyl 2-fluoro-6-((4-fluoro-2-meth-ylphenyl)-amino)-3-(tri-fluoromethyl)-benzoate FC1=C(C(=O)OC)C(=CC=C1C(F)(F)F)NC1=C(C=C(C=C1)F)C